4-(4-(2,5-Diazabicyclo[2.2.2]octan-2-yl)-2-(((S)-1-(methyl-d3)pyrrolidin-2-yl)methoxy)-5,8-dihydropyrido[3,4-d]pyrimidin-7(6H)-yl)-5-ethyl-6-fluoronaphthalen-2-ol C12N(CC(NC1)CC2)C=2C1=C(N=C(N2)OC[C@H]2N(CCC2)C([2H])([2H])[2H])CN(CC1)C1=CC(=CC2=CC=C(C(=C12)CC)F)O